3-(5-bromo-6-nitro-1-oxoisoindolin-2-yl)piperidine-2,6-dione BrC=1C=C2CN(C(C2=CC1[N+](=O)[O-])=O)C1C(NC(CC1)=O)=O